N=1C=NN2C1C=C(C=C2)OC2=C(C=C(C=C2)NC=2C1=C(N=CN2)SC2=C1CCN(C2)C(\C=C\CN(C)C)=O)C (E)-1-(4-((4-([1,2,4]triazolo[1,5-a]pyridin-7-yloxy)-3-methylphenyl)amino)-5,8-dihydropyrido[4',3':4,5]thieno[2,3-d]pyrimidin-7(6H)-yl)-4-(dimethylamino)but-2-en-1-one